1-hydroxyethyl-cyclohexylamine OC(C)NC1CCCCC1